N1(C=NC=C1)C1=CC=C(C=C1)C1=C([C@H]2CC([C@@H]1O2)S(=O)(=O)OC2=CC=C(C=C2)OC)C2=CC=C(C=C2)O 4-methoxyphenyl (1R,4R)-6-(4-(1H-imidazol-1-yl) phenyl)-5-(4-hydroxyphenyl)-7-oxabicyclo[2.2.1]hept-5-ene-2-sulfonate